C1(CC1)C1=CC(=NN1C1OCCCC1)NC1=CC2=C(C(=NO2)N(S(=O)(=O)C2=C(C=C(C=C2OC)C2CNCC2)OC)CC2=CC=C(C=C2)OC)C=C1OC N-(6-{[5-cyclopropyl-1-(oxan-2-yl)-1H-pyrazol-3-yl]amino}-5-methoxy-1,2-benzoxazol-3-yl)-2,6-dimethoxy-N-[(4-methoxyphenyl)methyl]-4-(pyrrolidin-3-yl)benzene-1-sulfonamide